O[C@@H](CSC=1C(=NON1)C(NC1=CC(=C(C=C1)F)C(F)(F)F)=NO)CO 4-{[(2R)-2,3-dihydroxypropyl]sulfanyl}-N-[4-fluoro-3-(trifluoromethyl)phenyl]-N'-hydroxy-1,2,5-oxadiazole-3-carboximidamide